N1C(=NC=C1)C1=CC=C(C(=N1)C)N1CCN(CC1)CC=1C=C(OC1)NC(=O)NCC 1-(4-((4-(6-(1H-imidazol-2-yl)-2-methylpyridin-3-yl)piperazin-1-yl)methyl)furan-2-yl)-3-ethylurea